COC=1C=C(C=C(C1C(C)C)OC)CO 3,5-dimethoxy-4-isopropylphenyl-methanol